6-(6-((1-(4-(Difluoromethyl)phenyl)-4-methyl-1H-1,2,3-triazol-5-yl)methoxy)pyridazine-3-yl)hexahydro-2H-pyrido[4,3-b][1,4]oxazin-3(4H)-one FC(C1=CC=C(C=C1)N1N=NC(=C1COC1=CC=C(N=N1)N1CC2C(OCC(N2)=O)CC1)C)F